imidazo[1,2-a]pyridine-3-sulfonyl chloride N=1C=C(N2C1C=CC=C2)S(=O)(=O)Cl